(R)-Morpholine-2-carboxylic acid hydrochloride Cl.N1C[C@@H](OCC1)C(=O)O